2-(1-(2-chlorophenyl)-1-phenylpropan-2-yl)-N-(isoxazol-4-yl)-5-methoxy-1-methyl-6-oxo-1,6-dihydropyrimidine-4-carboxamide ClC1=C(C=CC=C1)C(C(C)C=1N(C(C(=C(N1)C(=O)NC=1C=NOC1)OC)=O)C)C1=CC=CC=C1